4-(3-((5-Cyclopropyl-2-((3-methyl-1-(1-methylpiperidin-4-yl)-1H-pyrazol-4-yl)amino)pyrimidin-4-yl)amino)propyl)morpholin-3-on C1(CC1)C=1C(=NC(=NC1)NC=1C(=NN(C1)C1CCN(CC1)C)C)NCCCN1C(COCC1)=O